FC1=C(CS(=O)(=O)C2=CC3=C(S\C(\C(N3)=O)=C/C3=CC(=C(C=C3)OC)[N+](=O)[O-])C=C2)C(=CC=C1)F (Z)-6-((2,6-difluorobenzyl)sulfonyl)-2-(4-methoxy-3-nitrobenzylidene)-2H-benzo[b][1,4]thiazin-3(4H)-one